2-{5-(6-(9,9-dimethylfluorene-2-yl)dibenzothiophene-4-yl)-1,1'-biphenyl-3-yl}-4,6-diphenyl-1,3,5-triazine CC1(C2=CC=CC=C2C=2C=CC(=CC12)C1=CC=CC=2C3=C(SC21)C(=CC=C3)C=3C=C(C=C(C3)C3=CC=CC=C3)C3=NC(=NC(=N3)C3=CC=CC=C3)C3=CC=CC=C3)C